C12CN(CC(N1)C2)C2=C1CN(C(C1=C(C=C2)F)=O)C2C(NC(CC2)=O)=O 3-(4-(3,6-diazabicyclo[3.1.1]heptan-3-yl)-7-fluoro-1-oxoisoindolin-2-yl)piperidine-2,6-dione